N-(2-Bromo-4-morpholin-4-yl-6-trifluoromethyl-phenyl)-3-cyclopentyl-propionamide BrC1=C(C(=CC(=C1)N1CCOCC1)C(F)(F)F)NC(CCC1CCCC1)=O